1,2,4-O-trinonanoyl-xylitol C(CCCCCCCC)(=O)C([C@](O)([C@@H](O)[C@H](OC(CCCCCCCC)=O)CO)C(CCCCCCCC)=O)O